OCCOC1=C(C=C(C=C1)C(C=CC1=C(N=C(S1)C1=CC=C(C=C1)C(F)(F)F)C(C)C)=O)C 1-(4-(2-hydroxyethoxy)-3-methylphenyl)-3-(4-isopropyl-2-(4-(trifluoromethyl)phenyl)thiazol-5-yl)prop-2-en-1-one